C(CC1=CC=CC=C1)N1CCC(CC1)N 1-phenethylpiperidin-4-amine